rac-(3aR,5R,7S,7aR)-1-ethyl-5-(2-methoxyphenyl)-3,3,7-trimethyloctahydrobenzo[c]isoxazole C(C)N1OC([C@H]2[C@H]1[C@H](C[C@H](C2)C2=C(C=CC=C2)OC)C)(C)C |r|